naphtho[2,3-b]benzofuran-2-yl-d9 trifluoromethanesulfonate FC(S(=O)(=O)OC1=C(C(=C2C(C3=C(O2)C(=C2C(=C(C(=C(C2=C3[2H])[2H])[2H])[2H])[2H])[2H])=C1[2H])[2H])[2H])(F)F